BrC1=CC=C2C(=NC(=NC2=C1F)OC[C@]12CCCN2C[C@@H](C1)F)N1[C@H]2CN([C@@H](C1)C2)C(=O)OC(C)(C)C tert-butyl (1R,4R)-5-(7-bromo-8-fluoro-2-(((2R,7aS)-2-fluorotetrahydro-1H-pyrrolizin-7a(5H)-yl)methoxy)quinazolin-4-yl)-2,5-diazabicyclo[2.2.1]heptane-2-carboxylate